7-dibenzocyclooctyne C1=CC=CC=2CCC#CC3=C(C21)C=CC=C3